C1(=CC=CC=C1)C=1C(=NC=CC1)C(C)(C)C1=NC=CC=C1C1=CC=CC=C1.[Pt+2] platinum (II) [bis(phenylpyridineyl)propane]